ClC=1C(=C(C=CC1)C=1C(N(C(N(C1)CC(N1CCC(CC1)N1C(NC2=C(CC1)C=CC=C2)=O)=O)=O)C)=O)F 5-(3-Chloro-2-fluoro-phenyl)-3-methyl-1-{2-oxo-2-[4-(2-oxo-1,2,4,5-tetrahydro-benzo[d][1,3]diazepin-3-yl)-piperidin-1-yl]-ethyl}-1H-pyrimidine-2,4-dione